C([C@H](O)C1=CC=CC=C1)(=O)[O-] |r| (±)-DL-mandelate